4-(3-(4-((R)-2-((3S,5R)-3,5-dimethylpiperazin-1-yl)propoxy)-3-ethylphenyl)-4,4-dimethyl-5-oxo-2-thioxoimidazolidin-1-yl)-2-(trifluoromethyl)benzonitrile C[C@H]1CN(C[C@H](N1)C)[C@@H](COC1=C(C=C(C=C1)N1C(N(C(C1(C)C)=O)C1=CC(=C(C#N)C=C1)C(F)(F)F)=S)CC)C